(1r,3r)-3-((7-chloroisoquinolin-1-yl)amino)cyclobutan-1-aminium chloride [Cl-].ClC1=CC=C2C=CN=C(C2=C1)NC1CC(C1)[NH3+]